C(C)(=O)OC(C(F)(F)F)(C(C(C(C(C(C(F)(F)F)(F)F)(F)F)(F)F)(F)F)(F)F)F perfluorohexyl-ethyl acetate